[N+](#[C-])C=1C=C(C=CC1Cl)C(F)(F)F 3-ISOCYANO-4-CHLOROBENZOTRIFLUORIDE